2'-chloro-5'-methoxy-N-(5-(6-methoxy-3-methylpyrazine-2-carbonyl)-5,6-dihydro-4H-pyrrolo[3,4-d]thiazol-2-yl)-6-methyl-[4,4'-bipyridine]-3-carboxamide ClC1=NC=C(C(=C1)C1=C(C=NC(=C1)C)C(=O)NC=1SC2=C(N1)CN(C2)C(=O)C2=NC(=CN=C2C)OC)OC